N-(3-(5-chloro-1H-indol-3-yl)propyl)-4-(3-(4,5-dichloro-1H-imidazol-1-yl)propoxy)benzenesulfonamide ClC=1C=C2C(=CNC2=CC1)CCCNS(=O)(=O)C1=CC=C(C=C1)OCCCN1C=NC(=C1Cl)Cl